C(C)(C)C1=C(NC2=CC=C(C=C12)C1CCN(CC1)C1COC1)C=1C(=C(C(N(C1)C)=O)C#N)C 5-(3-isopropyl-5-(1-(oxetan-3-yl)piperidin-4-yl)-1H-indol-2-yl)-1,4-dimethyl-2-oxo-1,2-dihydropyridine-3-carbonitrile